C(C)(C)(C)C=1C=C(C=CC1)C1=CC=2C(=CN=C(C2)OCC(=O)OCC)N1 Ethyl 2-((2-(3-(tert-butyl)phenyl)-1H-pyrrolo[2,3-c]pyridin-5-yl)oxy)acetate